Tert-butyl-2-bromo-6-(cyclopropylmethyl)-6H-thieno[2,3-b]pyrrole-5-carbaldehyde C(C)(C)(C)C1=C(SC=2N(C(=CC21)C=O)CC2CC2)Br